C(C)(C)(C)C1=CC=C(CN2CCC(CC2)N2C(=NC3=C2C=CC(=C3)C(F)(F)F)C(F)(F)F)C=C1 1-(1-(4-(tert-butyl)benzyl)piperidin-4-yl)-2,5-bis(trifluoromethyl)-1H-benzo[d]imidazole